S1C(=NC2=C1C=CC=C2)NC(=O)C=2C=CC=C1CCN(CC21)C=2SC(=C(N2)C(=O)OC)CCCOC2=C(C=C(C=C2)C#CCNC)F Methyl 2-(8-(benzo[d]thiazol-2-ylcarbamoyl)-3,4-dihydroisoquinolin-2(1H)-yl)-5-(3-(2-fluoro-4-(3-(methylamino)prop-1-yn-1-yl)phenoxy)propyl)thiazole-4-carboxylate